C1=CC=C(C=C1)/C=C/C=O Phenylacrolein